2-[(1S)-1-aminoethyl]-5-bromo-phenol N[C@@H](C)C1=C(C=C(C=C1)Br)O